C(C=CCCCCCCCCCCCC)=O 9Z-pentadecenal